((2,4-Dimethoxyphenyl)sulfonyl)-2-(naphthalen-2-yloxy)acetamide COC1=C(C=CC(=C1)OC)S(=O)(=O)C(C(=O)N)OC1=CC2=CC=CC=C2C=C1